chloro-3-amino-2'-methyl-1',2'-dihydro-3'H-spiro[cyclobutane-1,4'-isoquinoline]-3'-one ClC1N(C(C2(C3=CC=CC=C13)CC(C2)N)=O)C